pyrrolo[2,1-f][1,2,4]triazin-4-ol N=1N2C(C(=NC1)O)=CC=C2